FC(C1=CC=C(OC2=C3CCN(CC3=CC=C2)C(=O)C2CN(CCC2)S(=O)(=O)C(F)(F)F)C=C1)(F)F (5-(4-(trifluoromethyl)-phenoxy)-3,4-dihydro-isoquinolin-2(1H)-yl)(1-((trifluoromethyl)sulfonyl)piperidin-3-yl)meth-anone